tert-butyl 4-[(6-amino-3-pyridyl)oxymethyl]piperidine-1-carboxylate NC1=CC=C(C=N1)OCC1CCN(CC1)C(=O)OC(C)(C)C